ClC=1C=C(CN2CC(OCCC2)CN2CCC(CC2)C=2C=C(C=CC2)O)C=CC1Cl 3-{1-[(4-(3,4-dichlorobenzyl)-1,4-oxazepan-2-yl)methyl]piperidin-4-yl}phenol